COC=1C=CC(=C2CNC(C12)=O)C=1C=C2C(=NNC2=CC1)C=1SC=CC1 7-methoxy-1-oxo-4-[3-(2-thienyl)-1H-indazol-5-yl]isoindolin